FC1=C(C=CC=C1F)N1N=NC(=C1)C(CC)N1C=C(C2=C1N=CN=C2N)C=2C(=NC=NC2)OC 7-{1-[1-(2,3-difluorophenyl)-1H-1,2,3-triazol-4-yl]Propyl}-5-(4-methoxypyrimidin-5-yl)-7H-pyrrolo[2,3-d]Pyrimidin-4-amine